COC1=C(C(=CC(=C1)C(=O)O)C)C1=CC=C(C=C1)NC([C@@H]1N(CCC1)C(NC1=CC=C(C=C1)C(C)C)=O)=O 2-methoxy-6-methyl-4'-[(1-{[4-(propan-2-yl)phenyl]carbamoyl}-D-prolyl)amino][1,1'-biphenyl]-4-carboxylic acid